(3S,4S)-8-(8-(2,3-dichlorophenoxy)imidazo[1,2-c]pyrimidin-5-yl)-3-methyl-2-oxa-8-azaspiro[4.5]decan-4-amine ClC1=C(OC=2C=3N(C(=NC2)N2CCC4([C@@H]([C@@H](OC4)C)N)CC2)C=CN3)C=CC=C1Cl